sec-hexyltri(tert-butoxy)tin C(C)(CCCC)[Sn](OC(C)(C)C)(OC(C)(C)C)OC(C)(C)C